Valeryl-1-methyl-2,3,4,9-tetrahydropyridino[3,4-b]indol C(CCCC)(=O)N1C(C=2NC3=CC=CC=C3C2CC1)C